C(C1=CC=CC=C1)N1CC=2C=CC=NC2C(C1)C 6-benzyl-8-methyl-5,6,7,8-tetrahydro-1,6-naphthyridine